2-((3-(bromomethyl)-4-chlorobenzyl)oxy)-6-chloropyridine BrCC=1C=C(COC2=NC(=CC=C2)Cl)C=CC1Cl